CN1C(=CC=C1)C=CC(=O)N 3-(1-methylpyrrol-2-yl)acrylamide